BrC=1C=C(C=CC1)SC=1C(=NC(=NC1)C(C)C)C(=O)O 5-[(3-bromophenyl)sulfanyl]-2-isopropylpyrimidine-4-carboxylic acid